(R)-N-(3-((4-amino-1-(2-(dimethylamino)ethyl)-1H-pyrazolo[3,4-d]pyrimidin-3-yl)ethynyl)-4-methylphenyl)-3-phenylisoxazolidin-2-carboxamide NC1=C2C(=NC=N1)N(N=C2C#CC=2C=C(C=CC2C)NC(=O)N2OCC[C@@H]2C2=CC=CC=C2)CCN(C)C